NCCCCCCN[C@H](C(=O)N[C@H](C(=O)N1[C@@H](CCC1)C(N[C@@H](CC1=CC=CC=C1)C(NCC)=O)=O)C1CCCCC1)C (2S)-2-[(6-aminohexyl)amino]-N-[(1S)-1-cyclohexyl-2-[(2S)-2-{[(1S)-1-(ethylcarbamoyl)-2-phenylethyl]carbamoyl}-pyrrolidin-1-yl]-2-oxoethyl]propanamide